2,6-diphenyl-pyrimidine tert-butyl-(S)-(3-(4-(4-chloro-7,7-dimethyl-5-oxo-5,7-dihydroindolo[1,2-a]quinazolin-8-yl)piperidin-1-yl)-1-(4-(4-methylthiazol-5-yl)phenyl)propyl)carbamate C(C)(C)(C)N(C(O)=O)[C@@H](CCN1CCC(CC1)C1=C2C(C=3N(C=4C=CC=C(C4C(N3)=O)Cl)C2=CC=C1)(C)C)C1=CC=C(C=C1)C1=C(N=CS1)C.C1(=CC=CC=C1)C1=NC(=CC=N1)C1=CC=CC=C1